C1CCC2=C(C=3CCCC3C=C12)NC(=O)NS(=O)(=N)C=1C=NN2CCOCCC21 N-((1,2,3,5,6,7-hexahydro-s-indacen-4-yl)carbamoyl)-4,5,7,8-tetrahydropyrazolo[1,5-d][1,4]oxazepine-3-sulfonimidamide